ClC1=CC=C(N=N1)CO (6-chloropyridazin-3-yl)methanol